C(CCC)OC(=O)C=1C=C2C(N(C(C2=CC1)=O)C=1C=C(C=CC1C(=O)OC)C1=CC=CC=C1)=O 2-(4-Methoxycarbonylbiphenyl-3-yl)-1,3-dioxo-2,3-dihydro-1H-isoindole-5-carboxylic acid butyl ester